O(CC)C=1NP(P(P(C1)(F)F)(F)F)F ethoxyl-(pentafluoro)triphosphazine